tetraethylammonium fluoride tetrahydrofluoride salt F.F.F.F.[F-].C(C)[N+](CC)(CC)CC